tert-butyl (2-(4,4-difluoro-2-methylcyclohex-1-en-1-yl)-4-(2,5-difluorophenyl)pyridin-3-yl)carbamate FC1(CC(=C(CC1)C1=NC=CC(=C1NC(OC(C)(C)C)=O)C1=C(C=CC(=C1)F)F)C)F